2-methyl-6-(1-methylcyclopropyl)-7-carbonyl-6,7-dihydropyrido[4,3-d]pyrimidine-8-carbonitrile CC=1N=CC=2C(N1)=C(C(N(C2)C2(CC2)C)=C=O)C#N